CC12N[C@H](C(C1)C2)[C@@H](O)C2=C(C=CC=C2)F (S)-{(R)-1-methyl-2-azabicyclo[2.1.1]hex-3-yl}(o-fluorophenyl)methanol